COC1=NC=CC2=C1N=C(N=C2O)C2=CC=NC=C2 8-methoxy-2-(pyridin-4-yl)pyrido[3,4-d]pyrimidin-4-ol